Tert-butyl 7-(((1r,4r)-4-hydroxy-4-(trifluoromethyl) cyclohexyl) carbamoyl)-4-azaspiro[2.5]octane-4-carboxylate OC1(CCC(CC1)NC(=O)C1CCN(C2(CC2)C1)C(=O)OC(C)(C)C)C(F)(F)F